1,5,7-trihydroxy-3-methylanthraquinone OC1=CC(=CC=2C(C3=C(C=C(C=C3C(C12)=O)O)O)=O)C